C(C)(C)N1N=C(C2=CC=CC=C12)C1=C(C=CC=C1)C(CC1=NC=CC=C1)N[S@@](=O)C(C)(C)C (S)-N-{1-[2-(1-isopropyl-1H-indazol-3-yl)phenyl]-2-[pyridine-2-yl]ethyl}-2-methylpropane-2-sulfinamide